bis(2,6-di-t-butyl-4-ethylphenyl)pentaerythritol diphosphite OP(O)OP(O)O.C(C)(C)(C)C1=C(C(=CC(=C1)CC)C(C)(C)C)C(O)(C(CO)(CO)CO)C1=C(C=C(C=C1C(C)(C)C)CC)C(C)(C)C